1,4-bis(4,4-dihydroxytrityl)benzene OC1(CC=C(C(C2=CC=CC=C2)(C2=CC=CC=C2)C2=CC=C(C=C2)C(C2=CCC(C=C2)(O)O)(C2=CC=CC=C2)C2=CC=CC=C2)C=C1)O